CC1C(CCC=C1)C=O 2-methyl-3-cyclohexene-1-carboxaldehyde